F[C@@H]1CC(C[C@@H]1F)C(=O)[O-] (1r,3R,4S)-3,4-difluorocyclopentane-1-carboxylate